tert-Butyl ((2-chloro-[1,1'-biphenyl]-4-yl)methyl)(3-((3-((6-(2-methoxypyridin-4-yl)-1-(tetrahydro-2H-pyran-2-yl)-1H-indazol-4-yl)amino)propyl)amino)-3-oxopropyl)carbamate ClC1=C(C=CC(=C1)CN(C(OC(C)(C)C)=O)CCC(=O)NCCCNC1=C2C=NN(C2=CC(=C1)C1=CC(=NC=C1)OC)C1OCCCC1)C1=CC=CC=C1